C(C=C)(=O)N1C(CN(CC1)C1=NC(=NC=2CC(CCC12)N1CCCC2=CC=C(C=C12)OC)OCC1N(CCC1)C)CC#N 2-(1-acryloyl-4-(7-(7-methoxy-3,4-dihydroquinolin-1(2H)-yl)-2-((1-methylpyrrolidin-2-yl)methoxy)-5,6,7,8-tetrahydroquinazolin-4-yl)piperazin-2-yl)acetonitrile